CC1CC(CCC1)N1N=CC=C1 1-(3-methylcyclohexyl)-1H-pyrazole